C(C)(C)(C)C1=CC=C(C=C1)[C@H](C)O (S)-1-(4'-tertbutylphenyl)ethanol